(2R)-N-[7-cyano-2-hydroxy-2-(hydroxymethyl)indan-5-yl]-2-(dimethylamino)propanamide C(#N)C=1C=C(C=C2CC(CC12)(CO)O)NC([C@@H](C)N(C)C)=O